Ketoglutarate C(CC(=O)[O-])C(=O)C(=O)[O-]